allenyl sulfone C(=C=C)S(=O)(=O)C=C=C